C(C)ON(C1=CC=CC=C1)CCC(C)O ethoxy-3-hydroxybutylaniline